FC1=CC=CC2=C1[C@H](CO2)C |r| (rac)-4-fluoro-3-methyl-2,3-dihydrobenzofuran